C(C)C12CC(C1)(C2)I 1-ethyl-3-iodobicyclo[1.1.1]Pentane